FC(C=1C=C(C=C(C1)C(F)(F)F)C([C@H](C)NC(OCC1=CC=CC=C1)=O)=O)(F)F benzyl (S)-(1-(3,5-bis(trifluoromethyl)phenyl)-1-oxopropan-2-yl)carbamate